(R)-1-cyclopropyl-4-((6-(2-(ethoxymethoxy)-6-methyl-4-(trifluoromethyl)phenyl)-3-((S)-1-hydroxyethyl)-2H-pyrazolo[3,4-b]pyrazin-2-yl)methyl)pyrrolidin-2-one C1(CC1)N1C(C[C@H](C1)CN1N=C2N=C(C=NC2=C1[C@H](C)O)C1=C(C=C(C=C1C)C(F)(F)F)OCOCC)=O